3-[4,4-Bis-(4-fluoro-phenyl)-2-oxo-imidazolidin-1-yl]-1-methyl-1-(2-oxo-2-pyridin-2-yl-ethyl)-pyrrolidinium FC1=CC=C(C=C1)C1(NC(N(C1)C1C[N+](CC1)(CC(C1=NC=CC=C1)=O)C)=O)C1=CC=C(C=C1)F